CC1=NN(C(C1)=O)C=1C=CC(=C(C1)S(=O)(=O)NC(C)=O)OC(F)(F)F N-((5-(3-methyl-5-oxo-4,5-dihydro-1H-pyrazol-1-yl)-2-(trifluoromethoxy)phenyl)sulfonyl)acetamide